2-(hydroxyethyl)morpholine OCCC1CNCCO1